4-((5-(quinolin-6-yl)naphthalen-1-yl)methyl)morpholine hydrochloride Cl.N1=CC=CC2=CC(=CC=C12)C1=C2C=CC=C(C2=CC=C1)CN1CCOCC1